[O-]C#N.[O-]C#N.C(CCC)N1C(=[N+](C=C1)C)C.C(CCC)N1C(=[N+](C=C1)C)C 1-butyl-2,3-dimethylimidazolium dicyanate